O1C=C(C=C1)CC(=O)N furan-3-yl-acetamide